OC(COC1=CC=2N(C=C1)C(=CN2)C(=O)OC)(C)C methyl 7-(2-hydroxy-2-methylpropoxy)imidazo[1,2-a]pyridine-3-carboxylate